NC1=NC=NN2C1=C(C=C2C=2C=C(C(=NC2)OC)C(=O)N[C@@H]2CN(C[C@@H]2F)C2C(CCC2)(C)O)C(F)(F)F 5-[4-amino-5-(trifluoromethyl)-pyrrolo[2,1-f][1,2,4]triazin-7-yl]-N-[(3R,4S)-4-fluoro-1-(2-hydroxy-2-methylcyclopentyl)-pyrrolidin-3-yl]-2-methoxy-pyridine-3-carboxamide